1-[2-[3-(difluoromethyl)-5-methyl-pyrazol-1-yl]-6-[5-fluoro-6-(2,3,4-trifluoroanilino)benzimidazol-1-yl]-3-pyridinyl]ethanol FC(C1=NN(C(=C1)C)C1=NC(=CC=C1C(C)O)N1C=NC2=C1C=C(C(=C2)F)NC2=C(C(=C(C=C2)F)F)F)F